2-(4,6-dimethylpyrimidin-2-yl)oxy-3-methoxy-3,3-diphenylpropionic acid CC1=NC(=NC(=C1)C)OC(C(=O)O)C(C1=CC=CC=C1)(C1=CC=CC=C1)OC